3-(1-(4-(6-methoxypyridin-3-yl)benzyl)-1H-1,2,3-triazole-4-yl)aniline COC1=CC=C(C=N1)C1=CC=C(CN2N=NC(=C2)C=2C=C(N)C=CC2)C=C1